2-((3aS,4S,6R,6aR)-6-(aminomethyl)-2,2-dimethyltetrahydrofuro[3,4-d][1,3]dioxol-4-yl)acetic acid NC[C@H]1O[C@H]([C@H]2[C@@H]1OC(O2)(C)C)CC(=O)O